C(C)C=1N=C(C2=C(N1)SC(=C2)C)NC2CC(C2)C2=CC=CC=C2 2-ethyl-6-methyl-N-(3-phenylcyclobutyl)thieno[2,3-d]pyrimidin-4-amine